2-[[1-(5-chloropyrazol-1-yl)cyclopropanecarbonyl]amino]-4-[[3-fluoro-2-methoxy-propyl]-[4-(5,6,7,8-tetrahydro-1,8-naphthyridin-2-yl)butyl]amino]butanoic acid ClC1=CC=NN1C1(CC1)C(=O)NC(C(=O)O)CCN(CCCCC1=NC=2NCCCC2C=C1)CC(CF)OC